CS(=O)(=O)CC#N 2-(Methylsulfonyl)acetonitril